CC1(OB(OC1(C)C)C1=CC(=CC=2C3=CC(=CC=C3NC12)C1=C(C=CC=C1)C)C1=C(C=CC=C1)C)C 1-(4,4,5,5-tetramethyl-1,3,2-dioxaborolan-2-yl)-3,6-di-o-tolyl-9H-carbazole